O=C1N(C(C2=CC=CC=C12)CC=1C=C(C#N)C=CC1)CC1=CC2=C(NC(O2)=O)C=C1 3-((3-oxo-2-((2-oxo-2,3-dihydrobenzo[d]oxazol-6-yl)methyl)isoindolin-1-yl)methyl)benzonitrile